NCCCCCCCCCCCN(C(=O)[C@@H]1CN(CCC1)C1=CN=CC2=CC=CC=C12)C=1C=CC(N(C1)CC(=O)O)=O (S)-2-(5-(N-(11-aminoundecyl)-1-(isoquinolin-4-yl)piperidine-3-carboxamido)-2-oxopyridin-1(2H)-yl)acetic acid